2-(1-hydroxynaphthalen-2-yl)-4(s)-methylimidazole OC1=C(C=CC2=CC=CC=C12)C=1NC=C(N1)C